1,3-dioxolan-2-yl-methanol O1C(OCC1)CO